C(C)OC(=O)C=1N=CN(C1)[C@@H](C)C1=CC(=CC=C1)C#N 1-[(1S)-1-(3-cyanophenyl)ethyl]-1H-imidazole-4-carboxylic acid ethyl ester